2-((3-cyclopropyl-5-(trifluoromethyl)pyrazin-2-yl)sulfonyl)-2,6-diazaspiro[3.3]heptane C1(CC1)C=1C(=NC=C(N1)C(F)(F)F)S(=O)(=O)N1CC2(C1)CNC2